4-[(3R,5R)-1-methyl-5-[(6-methyl-5-oxo-pyrido[2,3-d]pyridazin-8-yl)amino]-3-piperidyl]benzoic acid CN1C[C@H](C[C@H](C1)NC1=NN(C(C2=C1N=CC=C2)=O)C)C2=CC=C(C(=O)O)C=C2